4-((2-(2-(2-Aminoethoxy)ethoxy)ethyl)amino)-2-(2,6-dioxopiperidin-3-yl)isoindoline-1,3-dione trifluoroacetate salt FC(C(=O)O)(F)F.NCCOCCOCCNC1=C2C(N(C(C2=CC=C1)=O)C1C(NC(CC1)=O)=O)=O